OC1=CC(=NC2=NC(=CC=C12)C1=C(C=C(C=C1C)C)OC)C1CN(CCC1)C(=O)OC(C)(C)C tert-butyl 3-[4-hydroxy-7-(2-methoxy-4,6-dimethyl-phenyl)-1,8-naphthyridin-2-yl]piperidine-1-carboxylate